CN1CC(C1)(C)[C@@](C=1C=C(C=NC1)N1CCC(CC1)O)(C1=CC=C(C=C1)C(C)C)O 5'-[(R)-(1,3-dimethyl-azetidin-3-yl)-hydroxy-(4-isopropyl-phenyl)-methyl]-3,4,5,6-tetrahydro-2H-[1,3']bipyridinyl-4-ol